NC1=C(C=C(C(=C1)OC)Br)C(CCl)=O 1-(2-amino-5-bromo-4-methoxyphenyl)-2-chloroEthane-1-one